Ethyl 6-(4-(dimethylamino)piperidin-1-yl)benzo[b]thiophene-2-carboxylate CN(C1CCN(CC1)C=1C=CC2=C(SC(=C2)C(=O)OCC)C1)C